1-[5-propyl-1-[4-(trifluoromethoxy)phenyl]pyrazol-3-yl]piperazine C(CC)C1=CC(=NN1C1=CC=C(C=C1)OC(F)(F)F)N1CCNCC1